4-[4-[[2-(3-ethoxyphenyl)phenyl]methyl]piperazin-1-yl]-N-[4-(2-phenylsulfanylethylamino)-3-(trifluoromethyl)phenyl]sulfonylbenzamide C(C)OC=1C=C(C=CC1)C1=C(C=CC=C1)CN1CCN(CC1)C1=CC=C(C(=O)NS(=O)(=O)C2=CC(=C(C=C2)NCCSC2=CC=CC=C2)C(F)(F)F)C=C1